C12CN(CC(CC1)N2)C2=NN=C(S2)C=2C(=CC(=NC2)C2=CC=C1N2N=CC(=C1)C#N)NC=1C=NOC1 7-(5-(5-(3,8-diazabicyclo[3.2.1]octan-3-yl)-1,3,4-thiadiazol-2-yl)-4-(isoxazol-4-ylamino)pyridin-2-yl)pyrrolo[1,2-b]pyridazine-3-carbonitrile